ClC=1C=C(C=CC1OC)C=CN1CN(CN(C1)C(Cl)(Cl)Cl)C(Cl)(Cl)Cl 1-{2-(3-chloro-4-methoxyphenyl)vinyl}-3,5-bis(trichloromethyl)-s-triazine